ClC=1C=C(C(=O)OC(C)(C)C)C=C(C1O)C=O tert-butyl 3-chloro-5-formyl-4-hydroxy-benzoate